(4H)-3,1-benzoxazine-4-one N1=COC(C2=C1C=CC=C2)=O